N-(4-bromophenyl)-4-methylaniline BrC1=CC=C(C=C1)NC1=CC=C(C=C1)C